C1(CC1)COC1=CC(=C(C=C1)NC1=CC(=NC=C1C(=O)NOC)NC1=NC=C(C=C1)F)N(S(=O)(=O)C)C 4-((4-(cyclopropylmethoxy)-2-(N-methylmethanesulfonamido)phenyl)amino)-6-((5-fluoropyridine-2-yl)amino)-N-methoxynicotinamide